2-bromo-6-(bromomethyl)-3-fluoro-pyridine BrC1=NC(=CC=C1F)CBr